ClC1=CC=CC2=C1NC(=N2)C(=O)N2[C@H](C1=C(CC2)N=C(S1)C)C (S)-(7-Chloro-1H-benzo[d]imidazol-2-yl)(2,4-dimethyl-6,7-dihydrothiazolo[5,4-c]pyridin-5(4H)-yl)methanone